3-bromo-2-(4-(pentafluorosulfaneyl)phenoxy)pyridine BrC=1C(=NC=CC1)OC1=CC=C(C=C1)S(F)(F)(F)(F)F